(tetrahydro-2H-pyran-4-yl)methanamine O1CCC(CC1)CN